N-(6-aminohexyl)-3,4,5-trimethoxybenzamide NCCCCCCNC(C1=CC(=C(C(=C1)OC)OC)OC)=O